FC1=C(C(=CC=C1)OC)C1=NC=CC(=N1)NC1=NC=C(C(=C1)N1C[C@H](CCC1)O)C=1C=NN(C1)C1COCC1 (3S)-1-(2-((2-(2-fluoro-6-methoxyphenyl)pyrimidin-4-yl)amino)-5-(1-(tetrahydrofuran-3-yl)-1H-pyrazol-4-yl)pyridin-4-yl)piperidin-3-ol